Acryloctylamid C(=O)(C=C)CCCCCCCC[NH-]